1-(4,6-dichloropyrimidin-5-yl)propan-2-one diethyl-Methylmalonate C(C)OC(C(C(=O)OCC)C)=O.ClC1=NC=NC(=C1CC(C)=O)Cl